ClCOCC[Si](C)(C)C (2-chloromethoxy-ethyl)-trimethyl-silane